4-HYDROXY-3-METHYLBENZENEBORONIC ACID OC1=C(C=C(C=C1)B(O)O)C